imidazolin-2-one N1C(NCC1)=O